O1C=CN=CN=CC=CN=CC=C1 oxa[4,6,10]triazacyclotridecin